C(C#C)N1CC2C(CC1)NC(N2)=O 5-(2-propyne-1-yl)octahydro-2H-Imidazo[4,5-c]Pyridine-2-one